N-cyclohexyl-2-(4-methylphenoxy)-N-(3-thienyl)acetamide C1(CCCCC1)N(C(COC1=CC=C(C=C1)C)=O)C1=CSC=C1